Thieno[2,3-g]Benzofuran O1C=CC2=C1C1=C(C=C2)SC=C1